N'-((1,2,3,5,6,7-hexahydrodicyclopenta[b,e]pyridin-8-yl)carbamoyl)-3-(2-hydroxypropan-2-yl)benzenesulfonimidamide C1CCC2=NC3=C(C(=C21)NC(=O)N=S(=O)(N)C2=CC(=CC=C2)C(C)(C)O)CCC3